Cl.FC(C(=O)O)(F)F.ClC1=C(C=CC(=C1)NC1C(NC(CC1)=O)=O)N1CCC(CC1)(O)CC(=O)O 2-[1-[2-chloro-4-[[2,6-dioxo-3-piperidyl]amino]phenyl]-4-hydroxy-4-piperidyl]acetic acid trifluoroacetate hydrochloride